NCCC1=C(C(=O)N)C=CC=N1 (2-aminoethyl)nicotinamide